N-(4-((1,3-dioxoisoindolin-5-yl)oxy)phenyl)-3-fluorobenzamide O=C1NC(C2=CC(=CC=C12)OC1=CC=C(C=C1)NC(C1=CC(=CC=C1)F)=O)=O